COC(\C=C\C1=CC=C(C=C1)OCCCCCCO)=O (2E)-3-{4-[(6-hydroxyhexyl)oxy]phenyl}-prop-2-enoic acid methyl ester